(R)-(4-chlorophenyl)-epoxyethane ClC1=CC=C(C=C1)[C@@H]1CO1